O=C1C=C(OC2=CC=CC=C12)C(=O)NCC1CCOCC1 4-oxo-N-(tetrahydropyran-4-ylmethyl)chromene-2-carboxamide